7-(piperidin-4-yloxy)-3,4-dihydroquinolin-2(1H)-one N1CCC(CC1)OC1=CC=C2CCC(NC2=C1)=O